N-Phenylpyrrolidine-2-carboxamide C1CC(NC1)C(=O)NC2=CC=CC=C2